C1(=CC=CC=C1)[C@@H](N)CO |r| (R) and (S)-2-phenylglycinol